C(=O)(OCC1=CC=CC=C1)N[C@@H](CCCCN)C(=O)O |r| CBZ-DL-lysine